N1N=CC2=CC(=CC=C12)NC=1N=CC2=C(N1)N(C(C=C2C)=O)C2COCC2 2-((1H-indazol-5-yl)amino)-5-methyl-8-(tetrahydrofuran-3-yl)pyrido[2,3-d]pyrimidin-7(8H)-one